C[C@H]1CN([C@@]12CN(CC2)C=2C1=C(N=CN2)NC=C1)C(CC#N)=O 3-[(3S,4R)-3-methyl-6-(7H-pyrrolo[2,3-d]pyrimidin-4-yl)-1,6-Diazaspiro[3.4]octane-1-yl]-3-oxopropanenitrile